1-(4-(2-(4-chlorophenyl)but-3-yn-2-yl)thiazol-2-yl)-3-(2-hydroxyethyl)urea ClC1=CC=C(C=C1)C(C)(C#C)C=1N=C(SC1)NC(=O)NCCO